(R)-N-ethyl-5-fluoro-2-((5-(2-(6-((2-hydroxy-2-methylpropyl)(methyl)amino)-2-methylhex-3-yl)-2,6-diazaspiro[3.4]oct-6-yl)-1,2,4-triazin-6-yl)oxy)-N-isopropylbenzamide fumarate C(\C=C\C(=O)O)(=O)O.C(C)N(C(C1=C(C=CC(=C1)F)OC1=C(N=CN=N1)N1CC2(CN(C2)[C@@H](C(C)C)CCCN(C)CC(C)(C)O)CC1)=O)C(C)C